5-((2-ethoxypyridin-3-yl)methoxy)-N-(4-(hydroxymethyl)tetrahydro-2H-pyran-4-yl)-2-methyl-benzofuran-3-carboxamide C(C)OC1=NC=CC=C1COC=1C=CC2=C(C(=C(O2)C)C(=O)NC2(CCOCC2)CO)C1